N-(5-chloro-6-(2H-1,2,3-triazol-2-yl)pyridin-3-yl)-3-methyl-2-(quinolin-5-yl)isonicotinamide ClC=1C=C(C=NC1N1N=CC=N1)NC(C1=C(C(=NC=C1)C1=C2C=CC=NC2=CC=C1)C)=O